C1(=CC=CC=C1)[C@H]1[C@@H](C1)C=1C=C2C=CC(=CC2=CC1)C(=N)N trans-6-(2-phenylcyclopropyl)-naphthalene-2-carboxamidine